O=C([C@H](CCC)NC(OC(C)(C)C)=O)NCC1=CC=C(C=C1)C1=CC=C(C=C1)OC(F)(F)F (S)-tert-butyl (1-oxo-1-(((4'-(trifluoromethoxy)-[1,1'-biphenyl]-4-yl) Methyl)amino)pentan-2-yl)carbamate